C12OCC(C1)(C2)CN (2-oxabicyclo[2.1.1]hexan-4-yl)methanamine